6-(4-fluorophenyl)-5-(thieno[3,2-c]pyridin-2-yl)tetrazolo[1,5-a]pyrazin-8-amine FC1=CC=C(C=C1)C=1N=C(C=2N(C1C1=CC=3C=NC=CC3S1)N=NN2)N